2-((6-fluoro-2-methylpyridin-3-yl)oxy)-N-(3-((R)-N-((S)-2-hydroxypropionyl)-S-methylaminosulfinyl)phenyl)-4-methyl-5-(trifluoromethyl)nicotinamide FC1=CC=C(C(=N1)C)OC1=C(C(=O)NC2=CC(=CC=C2)[S@@](=O)N(C([C@H](C)O)=O)C)C(=C(C=N1)C(F)(F)F)C